p-xylenebisstearamide Methyl-(3-bromo-7-(butylamino)-1-(4-(hydroxymethyl)-2-methoxybenzyl)-1H-pyrazolo[4,3-d]pyrimidin-5-yl)carbamate CN(C(O)=O)C=1N=C(C2=C(N1)C(=NN2CC2=C(C=C(C=C2)CO)OC)Br)NCCCC.C=2(C(=C(C(=CC2)C)CCCCCCCCCCCCCCCCCC(=O)N)CCCCCCCCCCCCCCCCCC(=O)N)C